ClC1=C(C=CC=C1)C(C(C)NC(=O)C=1C=NC2=C(C(=CC=C2C1)F)F)C N-[2-(2-chlorophenyl)-1-methyl-propyl]-7,8-difluoro-quinoline-3-carboxamide